O=C1CCOC1 4-oxo-1,3,4,5-tetrahydrofurane